FC=1C=C(C(=C(C1)S(=O)(=O)N)B1OC(C(O1)(C)C)(C)C)COC1OCCCC1 5-fluoro-3-(((tetrahydro-2H-pyran-2-yl)oxy)methyl)-2-(4,4,5,5-tetramethyl-1,3,2-dioxaborolan-2-yl)benzenesulfonamide